FC(C=1C=CC(=NC1)C12CCC(CC1)(CC2)CO)(F)F (4-(5-(trifluoromethyl)pyridin-2-yl)bicyclo[2.2.2]oct-1-yl)methanol